2,6-di-tert-butyl-p-benzoquinone CC(C)(C)C1=CC(=O)C=C(C1=O)C(C)(C)C